COC(NC1=NC=CC(=C1)C=1C=C2C(=NNC2=C(C1)C#CC(C)(C)N)N)=O (4-(3-Amino-7-(3-amino-3-methylbut-1-yn-1-yl)-1H-indazol-5-yl)pyridin-2-yl)carbamic acid methyl ester